FC=1C=C(C=CC1C1=CC(=NC=C1)C)C1=NNC(OC1)=O 5-[3-fluoro-4-(2-methylpyridin-4-yl)phenyl]-3,6-dihydro-2H-1,3,4-oxadiazin-2-one